2,2-difluoro-N-[(3s,6r)-6-{5-[2-(trifluoromethoxy)ethoxy]-1,3,4-oxadiazol-2-yl}piperidin-3-yl]-2H-1,3-benzodioxol-5-carboxamide FC1(OC2=C(O1)C=CC(=C2)C(=O)N[C@@H]2CN[C@H](CC2)C=2OC(=NN2)OCCOC(F)(F)F)F